7-(2-bromo-5-hydroxyphenyl)-6-chloro-4-((2S)-2-methyl-4-(2-propenoyl)-1-piperazinyl)-1-(2-(2-propanyl)phenyl)pyrido[2,3-d]pyrimidin-2(1H)-one BrC1=C(C=C(C=C1)O)C=1C(=CC2=C(N(C(N=C2N2[C@H](CN(CC2)C(C=C)=O)C)=O)C2=C(C=CC=C2)C(C)C)N1)Cl